ClC1=CNC2=NC=C(C=C21)C=2C=C1N(N2)CCC12CCN(CC2)C(=O)NCC(C)(C)O 2'-(3-chloro-1H-pyrrolo[2,3-b]pyridin-5-yl)-N-(2-hydroxy-2-methylpropyl)-5',6'-dihydrospiro[piperidine-4,4'-pyrrolo[1,2-b]pyrazole]-1-carboxamide